CCCCCCCCC(CCCCCCCC)OC(CCCCCCCN(CCCCCCC(C(=O)OCCCCCCCCC)C)CCO)=O nonyl 8-((8-(heptadecan-9-yloxy)-8-oxooctyl)(2-hydroxyethyl)amino)-2-methyloctanoate